IC(C(=O)N1C(CCCC1)C=1NC(=CN1)C1=CC=C(C=C1)OC)(C)SC.[I] Iodine (iodo)1-(2-(5-(4-methoxyphenyl)-1H-imidazol-2-yl)piperidin-1-yl)-2-(methylthio)propan-1-one